C(C)C=1C=CC(=C(C1)O)C1=C(N=C(N=N1)N[C@H]1CN(CCC1)C)C (R)-5-ethyl-2-(5-methyl-3-((1-methylpiperidin-3-yl)amino)-1,2,4-triazin-6-yl)phenol